(3aS,6aS)-2-[(1-methyl-2-oxabicyclo[2.1.1]hexan-4-yl)methyl]-5-[2-methyl-6-(trifluoromethyl)pyridin-3-yl]sulfonyl-1,3,3a,4,6,6a-hexahydropyrrolo[3,4-c]pyrrole CC12OCC(C1)(C2)CN2C[C@H]1CN(C[C@@H]1C2)S(=O)(=O)C=2C(=NC(=CC2)C(F)(F)F)C